N-(5-bromo-2-chlorophenyl)-N-methylcarbamic acid tert-butyl ester C(C)(C)(C)OC(N(C)C1=C(C=CC(=C1)Br)Cl)=O